N-(5-pyrazin-2-yl-2-pyridyl)-2-[4-[2-(trifluoromethyl)-4-pyridyl]imidazol-1-yl]acetamide N1=C(C=NC=C1)C=1C=CC(=NC1)NC(CN1C=NC(=C1)C1=CC(=NC=C1)C(F)(F)F)=O